tert-butyl {(1R)-1-[3-(1,1-difluoro-2-hydroxyethyl)-2-fluorophenyl]ethyl}carbamate FC(CO)(F)C=1C(=C(C=CC1)[C@@H](C)NC(OC(C)(C)C)=O)F